C(C)(C)(C)OC(=O)N1CC(C1)\C=C\CCOCC1=CC=CC=C1 (E)-3-(4-(phenylmethyloxy)but-1-en-1-yl)azetidine-1-carboxylic acid tert-butyl ester